C1(CCCCC1)C[C@@H](C(=O)N[C@H](CO)CC1C(NC2(C1)CCN(CC2)S(=O)(=O)C)=O)NC(OCC2=CC(=CC=C2)Cl)=O 3-Chlorobenzyl ((2S)-3-cyclohexyl-1-(((2S)-1-hydroxy-3-(8-(methylsulfonyl)-2-oxo-1,8-diazaspiro[4.5]decan-3-yl)propan-2-yl)amino)-1-oxopropan-2-yl)carbamate